C(#N)[C@H](C[C@H]1C(NCC1)=O)NC(=O)[C@H]1N(C[C@@H](C1)C1CCCCC1)C(=O)C=1NC2=CC=CC(=C2C1)OC (2S,4S)-N-[(1S)-1-cyano-2-[(3S)-2-oxopyrrolidin-3-yl]ethyl]-4-cyclohexyl-1-(4-methoxy-1H-indole-2-carbonyl)pyrrolidine-2-carboxamide